ClC1=NC=2CCCCC2C=N1 2-chloro-5,6,7,8-tetrahydroquinazoline